2-(3-((R)-1-((1R,3S,4S)-2-Azabicyclo[2.2.1]heptane-3-carbonyl)pyrrolidine-3-carbonyl)-1H-pyrrolo[2,3-c]pyridin-1-yl)-5-fluoro-N,N-diisopropylbenzamide [C@@H]12N[C@@H]([C@@H](CC1)C2)C(=O)N2C[C@@H](CC2)C(=O)C2=CN(C1=CN=CC=C12)C1=C(C(=O)N(C(C)C)C(C)C)C=C(C=C1)F